2,4-dibromo-6-(bromomethyl)pyridine BrC1=NC(=CC(=C1)Br)CBr